5-hydroxy-1-(tetrahydro-2H-pyran-4-yl)-1H-pyrazole-4-carboxylic acid ethyl ester C(C)OC(=O)C=1C=NN(C1O)C1CCOCC1